2-(1H-pyrazol-1-yl)-4-(trifluoromethyl)pyridine-5-d N1(N=CC=C1)C1=NC=C(C(=C1)C(F)(F)F)[2H]